FC1=CC=C(C=C1)C1=C(CCC(C1)(C)C)CN1CCN(CCC1)C(=O)C=1C=C2CN(C(C2=CC1)=O)C1C(NC(CC1)=O)=O 3-(5-(4-((4'-fluoro-5,5-dimethyl-3,4,5,6-tetrahydro-[1,1'-biphenyl]-2-yl)methyl)-1,4-diazacycloheptane-1-carbonyl)-1-oxoisoindolin-2-yl)piperidine-2,6-dione